CC1(N=C(OC1)C1=CC=C(C(=O)NC=2C=NC(=C(C2)N2C(N(C3=NC(=NC=C3C2)NC2=CC=CC=C2)C)=O)C)C=C1)C 4-(4,4-dimethyl-4,5-dihydrooxazol-2-yl)-N-(6-methyl-5-(1-methyl-2-oxo-7-(phenylamino)-1,2-dihydropyrimido[4,5-d]pyrimidin-3(4H)-yl)pyridin-3-yl)benzamide